N1=CN=C2NC=NC2=C1C1=CC2=C(C3=CC=CC=C3C=C2C=C1)C1=C2N=CNC2=NC=N1 2,9-bis(9H-purin-6-yl)anthracene